NC(C)C=1C=CC(=C(C1)NS(=O)(=O)C1=CC=CC=C1)C=1OC=CC1 N-(5-(1-aminoethyl)-2-(furan-2-yl)phenyl)benzenesulfonamide